2-bromo-5-fluoro-4-(methoxymethyl)benzoyl chloride BrC1=C(C(=O)Cl)C=C(C(=C1)COC)F